CN(C1=CC(=C(C2=C(C=C(N(C)C)C=C2)C(=O)OC)C=C1)C(=O)OC)C tetramethyl-2,2'-dimethoxycarbonyl-benzidine